C1(=CC=CC=C1)N1C(CCCC1=O)=O phenyl-piperidine-2,6-dione